tert-butyl 6-(4,4,5,5-tetramethyl-1,3,2-dioxaborolan-2-yl)-3,4-dihydro-2H-pyridine-1-carboxylate CC1(OB(OC1(C)C)C1=CCCCN1C(=O)OC(C)(C)C)C